(R)-1-(3,6-dibromo-9H-carbazol-9-yl)-3-(piperazin-1-yl)propan-2-ol BrC=1C=CC=2N(C3=CC=C(C=C3C2C1)Br)C[C@@H](CN1CCNCC1)O